4-{7-chloro-2-methyl-[1,2,4]triazolo[1,5-a]pyridin-5-yl}morpholine ClC1=CC=2N(C(=C1)N1CCOCC1)N=C(N2)C